F\C(=C/CN)\CS(=O)(=O)C=1C=NC(=CC1)C(C)C (Z)-3-fluoro-4-(6-isopropylpyridin-3-ylsulfonyl)but-2-en-1-amine